phenyl-1-(3-(1-piperazinyl)benzyl)-1H-benzimidazole C1(=CC=CC=C1)C1=NC2=C(N1CC1=CC(=CC=C1)N1CCNCC1)C=CC=C2